C1(C(CC2=CC=CC=C12)=S)=S indanedithione